diphosphoadenosine 3'-phosphate P(=O)(O)(O)O[C@H]1[C@H]([C@@H](O[C@@H]1CO)N1C=NC=2C(N)=NC=NC12)OP(=O)(O)OP(=O)(O)O